C(C)(=O)O[C@H]1[C@@H](OC2=CC(=CC=C2)NC(CN=[N+]=[N-])=O)O[C@@H]([C@@H]([C@@H]1OC(C)=O)OC(C)=O)COC(C)=O m-(α-Azidoacetamido)-phenyl 2,3,4,6-tetra-O-acetyl-α-D-galactopyranoside